C(C=C)(=O)N1[C@H](CN(C[C@H]1C)C1=NC(N2C3=C(C(=C(C=C13)C(F)(F)F)C=1SC(=CC1)C)SC[C@@H]2COC)=O)C (S)-7-((3S,5r)-4-propenoyl-3,5-dimethylpiperazin-1-yl)-3-(methoxymethyl)-10-(5-methylthiophene-2-yl)-9-(trifluoromethyl)-2H-[1,4]thiazino[2,3,4-ij]quinazolin-5(3H)-one